C(C1=CC=CC=C1)(C1=CC=CC=C1)(C1=CC=CC=C1)SC=1C=C(C=C(C1)SC(C1=CC=CC=C1)(C1=CC=CC=C1)C1=CC=CC=C1)Cl 3,5-bis[(trityl)thio]chlorobenzene